5-methyl-4-ketohexanoic acid CC(C(CCC(=O)O)=O)C